5-bromo-3-(azetidin-1-yl)-pyrazin-2(1H)-one BrC=1N=C(C(NC1)=O)N1CCC1